5-Chloro-2-fluoro-3-hydroxybenzenenitrile ClC=1C=C(C(=C(C1)C#N)F)O